N-benzyl-alpha-(3-chlorophenyl)nitrone tert-butyl-(3-bromo-2-chloro-5-(difluoromethoxy)phenyl)carbamate C(C)(C)(C)N(C(O)=O)C1=C(C(=CC(=C1)OC(F)F)Br)Cl.C(C1=CC=CC=C1)[N+](=CC1=CC(=CC=C1)Cl)[O-]